2-[4-[7-(7-methyl-1-naphthyl)-2-[[(2S)-1-methylpyrrolidin-2-yl]methoxy]-6,8-dihydro-5H-pyrido[3,4-d]pyrimidin-4-yl]piperazin-2-yl]acetonitrile CC1=CC=C2C=CC=C(C2=C1)N1CC=2N=C(N=C(C2CC1)N1CC(NCC1)CC#N)OC[C@H]1N(CCC1)C